6-((2-methoxyethyl)(methyl)amino)-2,5-dimethylhexan-3-one COCCN(CC(CC(C(C)C)=O)C)C